BrC1=CC(=C(C=C1F)C=1C=C2CCC(C2=CC1O)=O)CO 5-(4-Bromo-5-fluoro-2-(hydroxymethyl)phenyl)-6-hydroxy-2,3-dihydro-1H-inden-1-one